ClC=1C2=C(SC1C(=O)N(C)OC)C=C(C=C2)OC 3-chloro-N,6-dimethoxy-N-Methylbenzo[b]thiophene-2-carboxamide